2'-chloro-4,5-dihydro-2H,5'H-spiro[furan-3,7'-furo[3,4-b]pyridine] ClC1=CC=C2C(=N1)C1(OC2)COCC1